C(C1=CC=CC=C1)[C@H]1N(C(OC1)=O)C([C@@H](CC1CCC1)C)=O (R)-4-benzyl-3-((R)-3-cyclobutyl-2-methylpropanoyl)oxazolidin-2-one